diphenyl-β-cyanoethyl-phosphine oxide C1(=CC=CC=C1)P(CCC#N)(C1=CC=CC=C1)=O